ClC=1C=C(C=CC1NC1=NNC(=C1)C1=CC=C(C=C1)O)NC(C)=O N-(3-chloro-4-((5-(4-hydroxyphenyl)-1H-pyrazol-3-yl)amino)phenyl)acetamide